S1C(=NN=C1)CCN 2-(1,3,4-thiadiazol-2-yl)ethan-1-amine